CS(=O)(=O)C=1OC(=NN1)C1=CC=C(C=C1)F (methylsulfonyl)-5-(4-fluorophenyl)-1,3,4-oxadiazole